ClC1=CC(=CC(=C1)C(F)(F)F)\C=C\C1=CC=C(C=C1)OC (E)-1-chloro-3-(4-methoxystyryl)-5-(trifluoromethyl)benzene